NC1=NC=C(C2=C1C=NN2)NC(C(=O)N2C(CCCC2)C2=CC(=CC=C2)N(CC)CC)=O N-(4-amino-1H-pyrazolo[4,3-c]pyridin-7-yl)-2-[2-[3-(diethylamino)phenyl]-1-piperidyl]-2-oxo-acetamide